C(C)OC(=O)C=1C(=NOC1C1CC1)C=1N=NC(=CC1)C 5-cyclopropyl-3-(6-methylpyridazin-3-yl)isoOxazole-4-carboxylic acid ethyl ester